FC(C1=NC=CC(=C1)OC1=CC=C(C=C1)C1=CC=CN2C1=NS(CC2)(=O)=O)(F)F 9-(4-{[2-(trifluoromethyl)pyridin-4-yl]oxy}phenyl)-3,4-dihydropyrido[2,1-c][1,2,4]thiadiazine 2,2-dioxide